C(CCCCC)OC1=C(C=CC=C1)N=NC1=CC=CC=C1 hexyloxylazobenzene